2-(4-(((5-fluoro-6-((3S)-3-(4-(trifluoromethyl)cyclohexyl)morpholino)pyrimidin-4-yl)amino)methyl)piperidin-1-yl)acetamide FC=1C(=NC=NC1N1[C@H](COCC1)C1CCC(CC1)C(F)(F)F)NCC1CCN(CC1)CC(=O)N